yttrium isopropyl ethyladipate C(C)C(C(=O)OC(C)C)CCCC(=O)[O-].[Y+3].C(C)(C)OC(C(CCCC(=O)[O-])CC)=O.C(C)(C)OC(C(CCCC(=O)[O-])CC)=O